3-[5-(1-[(2E)-2-(aminomethyl)-3-fluoroprop-2-en-1-yl]-5-oxo-1,5-dihydro-4H-1,2,4-triazol-4-ylmethyl)thiophen-2-yl]-5-fluorobenzoic acid methyl ester hydrochloride Cl.COC(C1=CC(=CC(=C1)F)C=1SC(=CC1)CN1C=NN(C1=O)C\C(=C\F)\CN)=O